N'-(4-methoxybenzylidene)-4-[3-(quinolin-6-yl)ureido]benzoyl-hydrazine tert-butyl-4-[[[5-[(3-methoxy-2,6-dimethyl-phenyl)carbamoyl]thiazol-2-yl]amino]methyl]piperidine-1-carboxylate C(C)(C)(C)OC(=O)N1CCC(CC1)CNC=1SC(=CN1)C(NC1=C(C(=CC=C1C)OC)C)=O.COC1=CC=C(C=NNC(C2=CC=C(C=C2)NC(=O)NC=2C=C3C=CC=NC3=CC2)=O)C=C1